C(CC)(=O)NC(C(=O)O)C 2-propionamidopropionic acid